Acridin-9-One C1=CC=CC=2NC3=CC=CC=C3C(C12)=O